NC(/C=C/CC[C@@H](C(=O)NC=1C(N(C=CC1)CC1=NC2=C(N1C(=O)OC(C)(C)C)C=CC=C2CC(C)C)=O)NC(=O)OCC2COCC2)=O tert-butyl 2-((3-((2S,E)-7-amino-7-oxo-2-((((tetrahydrofuran-3-yl)methoxy)carbonyl)amino)hept-5-enamido)-2-oxopyridin-1(2H)-yl)methyl)-4-isobutyl-1H-benzo[d]imidazole-1-carboxylate